BrC1=CC=C2C(=NC(=NN21)Cl)NCC2=NSC=C2 7-bromo-2-chloro-N-(isothiazol-3-ylmethyl)pyrrolo[2,1-f][1,2,4]triazin-4-amine